1-benzyl 3-methyl 3-ethynylpiperidine-1,3-dicarboxylate C(#C)C1(CN(CCC1)C(=O)OCC1=CC=CC=C1)C(=O)OC